(S)-1-(1-(1-Acrylpyrrolidin-3-yl)-4-amino-3-((2-fluoro-3,5-dimethoxyphenyl)ethynyl)-1H-pyrazolo[4,3-c]pyridin-7-yl)-4-methoxybutan-1-one C(=O)(C=C)N1C[C@H](CC1)N1N=C(C=2C(=NC=C(C21)C(CCCOC)=O)N)C#CC2=C(C(=CC(=C2)OC)OC)F